FC(CO)(F)C=1C(=C(C=CC1)[C@@H](C)NC(=O)C1=NN(C(C(=C1)Br)=O)C=1C(=NC=C(C1)C1=CN=NN1C)F)F N-{(R)-1-[3-(1,1-difluoro-2-hydroxyethyl)-2-fluorophenyl]ethyl}-5-bromo-1-[5-(1-methyl-1H-1,2,3-triazol-5-yl)-2-fluoropyridin-3-yl]-6-oxo-1,6-dihydropyridazine-3-carboxamide